(S)-2-((6-(2-((1-Acryloylazetidin-3-yl)oxy)ethyl)-1-methyl-2-oxo-1,2,3,4,5,6-hexahydrobenzo[b][1,4]diazocin-3-yl)amino)-6-methyl-4-(trifluoromethyl)nicotinonitrile C(C=C)(=O)N1CC(C1)OCCN1C2=C(N(C([C@H](CC1)NC1=C(C#N)C(=CC(=N1)C)C(F)(F)F)=O)C)C=CC=C2